C1(CC1)[C@H](C1=CC=2N(N=C1)C=C(N2)[C@@H](NC(=O)[C@H]2[C@H](C2)C(F)F)C2CCC(CC2)(F)F)NC(CCC(F)(F)F)=O |o1:3,17,18| (1R*,2S*)-N-((S)-(7-((R*)-Cyclopropyl(4,4,4-trifluorobutanamido)methyl)imidazo[1,2-b]pyridazin-2-yl)(4,4-difluorocyclohexyl)methyl)-2-(difluoromethyl)cyclopropane-1-carboxamide